NC=1C=C(OCC(C(=O)OC(C)(C)C)=C)C=C(C1)Cl tert-butyl 2-[(3-amino-5-chloro-phenoxy) methyl]prop-2-enoate